3-iodo-2-piperazin-1-yl-quinoline IC=1C(=NC2=CC=CC=C2C1)N1CCNCC1